N=1C=NN2C1C=C(C=C2)CC2=C(C=C(C=C2)NC=2C1=C(N=CN2)C=CC(=N1)N1[C@H](CN(CC1)C(C=C)=O)C)C (S)-1-(4-(4-((4-([1,2,4]triazolo[1,5-a]pyridin-7-ylmethyl)-3-methylphenyl)amino)pyrido[3,2-d]pyrimidin-6-yl)-3-methylpiperazin-1-yl)prop-2-en-1-one